agmatine dihydrochloride Cl.Cl.NC(NCCCCN)=N